(R)-3-aminobutanol benzyl-(3S)-4-[2-[4-(dimethoxymethyl)-1-piperidyl]ethyl]-3-methyl-piperazine-1-carboxylate C(C1=CC=CC=C1)C1N(CCN([C@H]1C)CCN1CCC(CC1)C(OC)OC)C(=O)OCC[C@@H](C)N